6-amino-2-cyano-5-(3-methoxy-2,6-dimethyl-phenyl)pyrrolo[2,3-b]Pyrazine-7-carboxamide NC1=C(C=2C(=NC=C(N2)C#N)N1C1=C(C(=CC=C1C)OC)C)C(=O)N